Zinc-Lithium-Titanium Oxide [O-2].[Ti+4].[Li+].[Zn+2]